(4-aminophenyl)-6,6-dimethyltetrahydro-2H-pyran-3-carboxylic acid NC1=CC=C(C=C1)C1OC(CCC1C(=O)O)(C)C